1-(4-(3-Fluoro-5-(trifluoromethyl)benzyl)pyridin-2-yl)-N-methyl-1H-pyrazol-4-carboxamid FC=1C=C(CC2=CC(=NC=C2)N2N=CC(=C2)C(=O)NC)C=C(C1)C(F)(F)F